Methyl (2S)-2-amino-3-methylsulfanyl-propanoate N[C@@H](C(=O)OC)CSC